2,6-di-tert-butyl-p-methyl-phenol C(C)(C)(C)C1=C(C(=CC(=C1)C)C(C)(C)C)O